(S)-N-(1-(benzylamino)-1-oxopropan-2-yl)-4-chlorobutanamide C(C1=CC=CC=C1)NC([C@H](C)NC(CCCCl)=O)=O